[N-](S(=O)(=O)C(F)(F)F)S(=O)(=O)C(F)(F)F.C[N+]1(CCCC1)CCCCCCCC 1-methyl-1-octylpyrrolidinium bis(trifluoromethanesulfonyl)imide